2-ethyl-2-(hydroxymethyl)propan-1,3-diol C(C)C(CO)(CO)CO